C(C1=CC=CC=C1)OC=1C=C2C=C(N(C2=CC1)S(=O)(=O)C1=CC=CC=C1)C(=O)O 5-(benzyloxy)-1-(phenylsulfonyl)-1H-indole-2-carboxylic acid